C(C)(=O)OCCCCC acetic acid, pentyl ester